(2S,2'S)-N,N'-(1,3-phenylene)bis(5-guanidino-2-(2-mercaptoacetamido)pentanamide) C1(=CC(=CC=C1)NC([C@H](CCCNC(=N)N)NC(CS)=O)=O)NC([C@H](CCCNC(=N)N)NC(CS)=O)=O